1,5-dimethyl-4-(4,4,5,5-tetramethyl-1,3,2-dioxaborolan-2-yl)-1H-1,2,3-triazole CN1N=NC(=C1C)B1OC(C(O1)(C)C)(C)C